C(=O)(OCC1C2=CC=CC=C2C2=CC=CC=C12)N[C@@H](CC(=O)O)C(=O)OC(C)(C)C Fmoc-O-tert-Butyl-L-Aspartic acid